O=C1C=2N(CC3O[C@@H]4CC[C@H](N31)C4)C=C(C(C2[O-])=O)C(NCC2=C(C=C(C=C2F)F)F)=O.[Na+] sodium (2R,5S,3aR)-7,9-dioxo-10-((2,4,6-trifluorobenzyl)carbamoyl)-2,3,4,5,7,9,13,13a-octahydro-2,5-methanopyrido[1',2':4,5]pyrazino[2,1-b][1,3]oxazepin-8-olate